(S)-N-(2-methyl-5-(2-(2-methylpyrrolidin-1-yl)acetamido)pyridin-3-yl)-2-(2-methyloxazol-5-yl)-1H-pyrrolo[2,3-b]pyridine-5-carboxamide CC1=NC=C(C=C1NC(=O)C=1C=C2C(=NC1)NC(=C2)C2=CN=C(O2)C)NC(CN2[C@H](CCC2)C)=O